C(C)OC(=O)C1=C(C=NN1C1=CC=C(C=C1)COC(C1=C(C=CC(=C1)F)OC)=O)[N+](=O)[O-] (4-(((5-fluoro-2-methoxybenzoyl)oxy)methyl)phenyl)-4-nitro-1H-pyrazole-5-carboxylic acid ethyl ester